CCCCCCCCCCCCCCCCCCCCCCC(=O)N[C@@H](CO[C@H]1[C@@H]([C@H]([C@@H]([C@H](O1)CO)O[C@H]2[C@@H]([C@H]([C@H]([C@H](O2)CO)O[C@H]3[C@@H]([C@H]([C@H]([C@H](O3)CO)O)O[C@H]4[C@@H]([C@H]([C@H]([C@H](O4)CO)O)O[C@@]5(C[C@@H]([C@H]([C@@H](O5)[C@@H]([C@@H](CO)O)O)NC(=O)C)O)C(=O)O)O)NC(=O)C)O[C@@]6(C[C@@H]([C@H]([C@@H](O6)[C@@H]([C@@H](CO)O)O)NC(=O)C)O)C(=O)O)O)O)O)[C@@H](/C=C/CCCCCCCCCCCCC)O The molecule is a sialopentaosylceramide consisting of a alpha-Neu5Ac-(2->3)-beta-D-Gal-(1->3)-beta-D-GalNAc-(1->4)-[alpha-Neu5Ac-(2->3)]-beta-D-Gal-(1->4)-beta-D-Glucosyl unit attached to a Cer(d18:1/23:0). It has a role as a mouse metabolite. It derives from a tricosanoic acid.